FC1=C(C=CC=C1)C(C)(C)NC(C[C@@H]1N(CCC1)C(=O)OC(C)(C)C)=O tert-butyl (R)-2-(2-((2-(2-fluorophenyl)propan-2-yl)amino)-2-oxoethyl)pyrrolidine-1-carboxylate